hydroxy-6-chloropyridazine OC=1N=NC(=CC1)Cl